(R)-3-(thiophen-2-yl)morpholine iridium (III) [Ir+3].S1C(=CC=C1)[C@@H]1NCCOC1